n-Butylaminoethanol CCCCNCCO